4-((4-(dimethoxymethyl)cyclohexyl)oxy)piperidine COC(C1CCC(CC1)OC1CCNCC1)OC